NC1=CC(NC(N1CC)=O)=O 6-amino-1-ethyl-1H-pyrimidine-2,4-dione